N-(2,6-difluorophenyl)-4-{3-[ethyl-(methyl)amino]-4-methyl-5-oxo-4,5-dihydro-1H-1,2,4-triazol-1-yl}-5-fluoro-2-{[(2S)-1,1,1-trifluoropropan-2-yl]oxy}benzamide FC1=C(C(=CC=C1)F)NC(C1=C(C=C(C(=C1)F)N1N=C(N(C1=O)C)N(C)CC)O[C@H](C(F)(F)F)C)=O